indolothioxanthene C1=CC=CC=2SC3=CC=C4C(C3=CC12)=C1C=CC=CC1=N4